(4-benzimidazol-1-yl-phenyl)-carbamic acid phenyl ester C1(=CC=CC=C1)OC(NC1=CC=C(C=C1)N1C=NC2=C1C=CC=C2)=O